ClC1=NC=C(C(=N1)NC1=CC(=CC=C1)S(NC(C)(C)C)(=O)=O)Br 2-Chloro-5-bromo-N4-(3-[N-(1,1-dimethylethyl)sulfamoyl]phenyl)-pyrimidin-4-amine